C(C)(C)SC1=CC=CC(=N1)C=1C=C2CCC(OC2=CC1)CCC(=O)OCC ethyl 3-[6-(6-isopropylsulfanyl-pyridin-2-yl)-chroman-2-yl]-propionate